F\C(=C/C(C(F)(F)F)C1=CC(=C(C(=C1)Cl)Cl)Cl)\C1=CC(=C(C(=O)NN2C=NN=C2)C=C1)C(F)(F)F (Z)-4-(1,4,4,4-tetrafluoro-3-(3,4,5-trichlorophenyl)but-1-en-1-yl)-N-(4H-1,2,4-triazol-4-yl)-2-(trifluoromethyl)benzamide